C(C)(C)(C)O[Sn](OC(C)(C)C)(OC(C)(C)C)OC(C)(C)C tetra-tert-butoxytin(IV)